3-(3-(3-((tert-butyldimethylsilyl)oxy)-2-fluoropropoxy)-5-cyclopropyl-4-nitro-1H-pyrazol-1-yl)-2-methylpyridine [Si](C)(C)(C(C)(C)C)OCC(COC1=NN(C(=C1[N+](=O)[O-])C1CC1)C=1C(=NC=CC1)C)F